iron-cobalt-terbium [Tb].[Co].[Fe]